2,6-diacrylaminopyridine C(=O)(C=C)NC1=NC(=CC=C1)NC(=O)C=C